C1CCCN2[C@H]1C1=CC=C(C=C1CC2)C(=O)OC methyl (R)-1,3,4,6,7,11b-hexahydro-2H-pyrido[2,1-a]isoquinoline-9-carboxylate